[Si](C)(C)(C(C)(C)C)OCC=1C=CC(=C(C1)C[C@H](C(=O)OCC)O)OCC1=NC(=NC=C1)SC (R)-ethyl 3-(5-(((tert-butyldimethylsilyl)oxy)methyl)-2-((2-(methylthio)pyrimidin-4-yl)methoxy)phenyl)-2-hydroxypropanoate